C(CCCCCCCCCCC)P(O)(O)(O)CCCCCCCCCCCC.C(CCCCCCCCCCC)P(O)(O)(O)CCCCCCCCCCCC.C(CCCCCCC)O[Ti](OCCCCCCCC)(OCCCCCCCC)OCCCCCCCC tetraoctyloxytitanium bis(dilauryl phosphite)